FC1=C(C=C(C(=C1)F)F)[C@H]1[C@@H](C1)C=1C=2N(N=C(C1)C=1C(NC(NC1)=O)=O)C=CN2 5-(8-((1R,2R)-2-(2,4,5-trifluorophenyl)cyclopropyl)imidazo[1,2-b]pyridazin-6-yl)pyrimidine-2,4(1H,3H)-dione